OC1=C(C=C(CCC(=O)[O-])C=C1[N+](=O)[O-])[N+](=O)[O-] 4-hydroxy-3,5-dinitrohydrocinnamate